5-chloro-N-((1r,4r)-4-((3-(5-chloropyridin-2-yl)-3-hydroxy-2-oxoindolin-1-yl)methyl)cyclohexyl)-2-(difluoromethyl)nicotinamide ClC=1C=NC(=C(C(=O)NC2CCC(CC2)CN2C(C(C3=CC=CC=C23)(O)C2=NC=C(C=C2)Cl)=O)C1)C(F)F